COC1=CC(=CC(=C1O)OC)C2=[O+]C3=CC(=CC(=C3C=C2O[C@H]4[C@@H]([C@H]([C@@H]([C@H](O4)COC(=O)/C=C\\C5=CC(=C(C=C5)O)O)O)O)O)O)O The molecule is an anthocyanin cation that is malvidin substituted at position 3 by a 6-O-(Z-caffeoyl)-beta-D-glucosyl residue. It is a beta-D-glucoside, an anthocyanin cation, an aromatic ether, a cinnamate ester, a polyphenol and a monosaccharide derivative. It derives from a malvidin and a cis-caffeic acid.